di-Boc-cystamine C(=O)(OC(C)(C)C)N(CCSSCCN)C(=O)OC(C)(C)C